n-propyl-sulfonic acid C(CC)S(=O)(=O)O